NCCOC=1C(=NC=CC1)OC[C@@H]1N(CCC1)C1=C(C=C2C(C(=CN(C2=C1)C=1C=NC(=CC1)N(C)C)C(=O)OCC)=O)Cl ethyl 7-[(2R)-2-({[3-(2-aminoethoxy)pyridin-2-yl]oxy}methyl)pyrrolidin-1-yl]-6-chloro-1-[6-(dimethylamino)pyridin-3-yl]-4-oxoquinoline-3-carboxylate